FC=1C=C2C(C(=CN3C2=C(C1N1C[C@@H](CC1)NC1=NC=CN=C1)OC[C@@H]3C)C(=O)O)=O (S)-9-fluoro-3-methyl-7-oxo-10-((R)-3-(pyrazin-2-ylamino)pyrrolidin-1-yl)-2,3-dihydro-7H-[1,4]oxazino[2,3,4-ij]quinoline-6-carboxylic acid